trifluoropyridyl bromide FC=1C(=C(C(=NC1)Br)F)F